oleic acid-maleic anhydride C(\C=C/C(=O)O)(=O)OC(CCCCCCC\C=C/CCCCCCCC)=O